O=C1NC(CCC1N1C(C2=CC=CC(=C2C1=O)N[C@H]1CC[C@H](CC1)C(=O)N1CC(CC1)C(=O)O)=O)=O 1-[(cis)-4-({2-[2,6-dioxopiperidin-3-yl]-1,3-dioxoisoindol-4-yl}amino)cyclohexanecarbonyl]pyrrolidine-3-carboxylic acid